C(#N)C=1C=C(C(=NC1)C(=O)NC=1C=C2C(=NNC2=C(C1)C)C1=COC=C1)C 5-Cyano-N-(3-(furan-3-yl)-7-methyl-1H-indazol-5-yl)-3-methylpicolinamide